2-{3-[(3r,5s)-3-cyclopropyl-5-methylpiperazin-1-yl]-1,2,4-triazin-6-yl}-5-(1H-pyrazol-4-yl)phenol C1(CC1)[C@@H]1CN(C[C@@H](N1)C)C=1N=NC(=CN1)C1=C(C=C(C=C1)C=1C=NNC1)O